CC1=C(C=C(C=C1)NC(=O)N1C2CCCC1(C2)C(=O)O)C2=NN(C=C2)C 6-((4-methyl-3-(1-methyl-1H-pyrazol-3-yl)phenyl)carbamoyl)-6-azabicyclo[3.1.1]heptane-1-carboxylic acid